C(OCC1=CC=CC=C1)(OC1CN(C(C1(C)C)=O)C(NC1=NC(=C(C=C1)OC1=CC(=NC=C1)C=1C=NN(C1)C)C)=O)=O Benzyl (4,4-dimethyl-1-((6-methyl-5-((2-(1-methyl-1H-pyrazol-4-yl) pyridin-4-yl) oxy) pyridin-2-yl) carbamoyl)-5-oxopyrrolidin-3-yl) carbonate